CN(S(=O)(=O)C1CN(CC1)C1=CC=2C(C=N1)=CN(N2)C2=CC=C(C=C2)OC(F)(F)F)C N,N-dimethyl-1-(2-(4-(trifluoromethoxy)phenyl)-2H-pyrazolo[4,3-c]pyridin-6-yl)pyrrolidine-3-sulfonamide